Butylcarbamate C(CCC)NC([O-])=O